7-fluoro-2-(2-fluoro-2-methylpropyl)-3-methyl-2,3,4,9-tetrahydro-1H-pyrido[3,4-b]indole FC1=CC=C2C3=C(NC2=C1)CN(C(C3)C)CC(C)(C)F